FC=1C=NN2C1C(NC1=C(C(=CC=C21)CN2CCN(CC2)C=2C(=NC(=CC2)C(NC)=O)Cl)C)=O 3-fluoro-7-((4-(2-chloro-6-(methylcarbamoyl)pyridin-3-yl)piperazin-1-yl)methyl)-6-methylpyrazolo[1,5-a]quinoxalin-4(5H)-one